C(C1=CC=CC=C1)OCCCC=1C(NC2=CC(=CC=C2C1)C1=NSC=C1)=O [3-(benzyloxy)propyl]-7-(1,2-thiazol-3-yl)quinolone